N,N-bis(trimethylsilyl)-2-aminoethyl-methyldimethoxysilane C[Si](N(CC[Si](OC)(OC)C)[Si](C)(C)C)(C)C